N-(α-methylbenzyl)-N,N-dimethylanilinium CC(C1=CC=CC=C1)[N+](C1=CC=CC=C1)(C)C